C(C1=CC=CC=C1)OC(=O)N1CCC(CC1)O[C@H]1CN(CC1)S(NC(C1=C(C=C(C(=C1)Cl)OCC1CCCC1)F)=O)(=O)=O.SCCC[Si](OC)(OC)C 3-Mercaptopropylmethyldimethoxysilane (R)-benzyl-4-((1-(N-(5-chloro-4-(cyclopentylmethoxy)-2-fluorobenzoyl)sulfamoyl)pyrrolidin-3-yl)oxy)piperidine-1-carboxylate